N-(4-fluoro-1-norbornanyl)-4-(1,7-diaza-7-spiro[4.4]nonyl)-5-(3,5-difluorophenyl)nicotinamide FC12CCC(CC1)(C2)NC(C2=CN=CC(=C2N2CC1(CCCN1)CC2)C2=CC(=CC(=C2)F)F)=O